6-(3-Isobutoxyphenyl)-N-[(2-oxo-1H-pyridin-3-yl)sulfonyl]-2-[(4S)-2,2,4-trimethylpyrrolidin-1-yl]pyridin-3-carboxamid C(C(C)C)OC=1C=C(C=CC1)C1=CC=C(C(=N1)N1C(C[C@@H](C1)C)(C)C)C(=O)NS(=O)(=O)C=1C(NC=CC1)=O